(S)-(6-morpholinopyrazolo[1,5-a]pyridin-3-yl)(4-(4-(trifluoromethyl)pyrazolo[1,5-a]pyridin-2-yl)-6,7-dihydro-1H-imidazo[4,5-c]pyridin-5(4H)-yl)methanone O1CCN(CC1)C=1C=CC=2N(C1)N=CC2C(=O)N2[C@@H](C1=C(CC2)NC=N1)C1=NN2C(C(=CC=C2)C(F)(F)F)=C1